ClC1=NC=C(C(=N1)NC=1C=CC=C2CCN(C12)C(C)=O)F 1-(7-((2-chloro-5-fluoropyrimidin-4-yl)amino)indolin-1-yl)ethan-1-on